1-(3-chloro-4-methylphenyl)-N-((5-(2,6-dioxopiperidin-3-yl)-4-oxo-5,6-dihydro-4H-thieno[3,4-c]pyrrol-1-yl)methyl)methanesulfonamide ClC=1C=C(C=CC1C)CS(=O)(=O)NCC=1SC=C2C1CN(C2=O)C2C(NC(CC2)=O)=O